3-phenyl-5-hydroxybenzoic acid C1(=CC=CC=C1)C=1C=C(C(=O)O)C=C(C1)O